C1=C(C=CC2=CC=CC=C12)C1=CC=CN2C1=NS(CC2)(=O)=O 9-naphthalen-2-yl-3,4-dihydropyrido[2,1-c][1,2,4]thiadiazine 2,2-dioxide